N1(C=CN(C=C1)CCCN(CCCN(C)C)CCC[Si](OC)(OC)OC)CCCN(CCCN(C)C)CCC[Si](OC)(OC)OC N1,N1'-(pyrazine-1,4-diylbis(propan-3,1-diyl))bis(N3,N3-dimethyl-N1-(3-(trimethoxysilyl)propyl)propan-1,3-diamine)